N[C@@H](C)C1=NC(=NN1C1=C(C#N)C=CC=N1)OC {5-[(1S)-1-aminoethyl]-3-methoxy-1H-1,2,4-triazol-1-yl}nicotinonitrile